N-(4-(8-ethyl-2-(((3S,5S)-5-fluoro-piperidin-3-yl)amino)-7-oxo-7,8-dihydro-pyrido[2,3-d]pyrimidin-6-yl)-2,3,6-trifluoro-phenyl)-1-(1-fluoro-cyclopropyl)methane-sulfonamide C(C)N1C(C(=CC2=C1N=C(N=C2)N[C@@H]2CNC[C@H](C2)F)C2=C(C(=C(C(=C2)F)NS(=O)(=O)CC2(CC2)F)F)F)=O